1-(4-(7-(difluoromethyl)-6-(1-methyl-1H-pyrazol-4-yl)-3,4-dihydroquinolin-1(2H)-yl)-6-(4-(methoxymethylene)cyclohexyl)isoindolin-2-yl)ethan-1-one FC(C1=C(C=C2CCCN(C2=C1)C1=C2CN(CC2=CC(=C1)C1CCC(CC1)=COC)C(C)=O)C=1C=NN(C1)C)F